tri(4-aminobutyl)amine NCCCCN(CCCCN)CCCCN